(S)-6-(1-amino-1,3-dihydrospiro[indene-2,4'-piperidine]-1'-yl)-5-methyl-3-(1-phenylethenyl)-1,5-dihydro-4H-pyrazole NC1C2=CC=CC=C2CC12CCN(CC2)C2=CC=CC=C2C(=C)C2=NN[C@H](C2)C